(S)- and (R)-2-((4-chlorophenethyl)amino)-2-cyclopropyl-1-(1H-indol-3-yl)ethan-1-one ClC1=CC=C(CCN[C@H](C(=O)C2=CNC3=CC=CC=C23)C2CC2)C=C1 |r|